C(C(=O)Cl)(=O)Cl oxalyl chloride